(S)-N-(7-amino-1-(2,6-difluorophenoxy)-2-oxohept-3-yl)-3-azidobenzamide NCCCC[C@@H](C(COC1=C(C=CC=C1F)F)=O)NC(C1=CC(=CC=C1)N=[N+]=[N-])=O